4-(2-(3-(4-(4-(6-amino-5-((R)-1-(2,6-dichloro-3-fluorophenyl)ethoxy)pyridin-3-yl)-1H-pyrazol-1-yl)piperidin-1-yl)-3-oxopropoxy)ethoxy)-2-(2,6-dioxopiperidin-3-yl)isoindoline-1,3-dione NC1=C(C=C(C=N1)C=1C=NN(C1)C1CCN(CC1)C(CCOCCOC1=C2C(N(C(C2=CC=C1)=O)C1C(NC(CC1)=O)=O)=O)=O)O[C@H](C)C1=C(C(=CC=C1Cl)F)Cl